4,4-bis(1,1-dimethylethylperoxy)valeric acid, butyl ester CC(C)(OOC(CCC(=O)OCCCC)(C)OOC(C)(C)C)C